C(C)(=O)NC1=CC=C(C=C1)C1=CN=C2N1C=C(C=C2C)N(C(C2=CC(=C(C=C2)F)OC)=O)C N-[3-(4-acetamidophenyl)-8-methyl-imidazo[1,2-a]pyridin-6-yl]-4-fluoro-3-methoxy-N-methyl-benzamide